C(C)OC=1C(=C(C(=C(C(=O)C2=CC=CC=C2)C1)OCC)OCC)OCC tetraethoxybenzophenone